N-((S)-1-((2S,4R)-4-Hydroxy-2-(((S)-1-(4-(4-methylthiazol-5-yl)phenyl)ethyl)carbamoyl)pyrrolidin-1-yl)-3,3-dimethyl-1-oxobutan-2-yl)piperidine-4-carboxamide O[C@@H]1C[C@H](N(C1)C([C@H](C(C)(C)C)NC(=O)C1CCNCC1)=O)C(N[C@@H](C)C1=CC=C(C=C1)C1=C(N=CS1)C)=O